CN1N=CC(=C1)NC1=NC=CC(=N1)C=1C=C2CCC(C2=CC1)NC(OC(C)(C)C)=O tert-butyl (5-(2-((1-methyl-1H-pyrazol-4-yl)amino)pyrimidin-4-yl)-2,3-dihydro-1H-inden-1-yl)carbamate